(S)-2-((R)-4-((3R,5R,8R,9S,10S,13R,14S,17R)-3-hydroxy-10,13-dimethyl-hexadecahydro-1H-cyclopenta[a]phenanthren-17-yl)pentanamido)-3-(1H-imidazol-5-yl)propanoic acid O[C@@H]1CC[C@@]2([C@H]3CC[C@@]4([C@H](CC[C@H]4[C@@H]3CC[C@@H]2C1)[C@@H](CCC(=O)N[C@H](C(=O)O)CC1=CN=CN1)C)C)C